ClC1=CC2=C(N=C(NC2=O)C)C=N1 6-chloro-2-methylpyrido[3,4-d]pyrimidin-4(3H)-one